CC1(OB(OC1(C)C)/C=C/CN1C[C@@H](CC1)C(=O)OC)C Methyl (3R)-1-[(E)-3-(4,4,5,5-tetramethyl-1,3,2-dioxaborolan-2-yl)allyl]pyrrolidine-3-carboxylate